CCCCCCCCCC(CCCC)CC(=O)[O-] (Z)-10-tetradecylacetate